COC(C(CC1=NC=C(C(=O)OC)C=C1)(C)C)=O methyl 6-(3-methoxy-2,2-dimethyl-3-oxopropyl)nicotinate